C(C)OC(CN1N=C(C2=C(C1=O)SC(=C2)C)CC)=O (4-ethyl-2-methyl-7-oxo-thieno[2,3-d]pyridazin-6-yl)acetic acid ethyl ester